3-[(1R)-1-[3,6-Dimethyl-2-(1-methylpyrazol-4-yl)-4-oxo-chromen-8-yl]ethoxy]-6-fluoro-pyridine-2-sulfonamide CC1=C(OC2=C(C=C(C=C2C1=O)C)[C@@H](C)OC=1C(=NC(=CC1)F)S(=O)(=O)N)C=1C=NN(C1)C